trihexyl-(methoxymethyl)phosphonium methyl-sulfate COS(=O)(=O)[O-].C(CCCCC)[P+](COC)(CCCCCC)CCCCCC